(2S)-2-(4-Methoxyanilino)-2-[(1S)-5-methylene-2-oxo-cyclohexyl]acetic acid ethyl ester C(C)OC([C@H]([C@H]1C(CCC(C1)=C)=O)NC1=CC=C(C=C1)OC)=O